5,10,15,20-tetrakis-(4-aminophenyl)-porphyrin NC1=CC=C(C=C1)C=1C2=CC=C(N2)C(=C2C=CC(C(=C3C=CC(=C(C=4C=CC1N4)C4=CC=C(C=C4)N)N3)C3=CC=C(C=C3)N)=N2)C2=CC=C(C=C2)N